methyl 2-(bromomethyl)-5-methoxy-4-nitro-benzoate BrCC1=C(C(=O)OC)C=C(C(=C1)[N+](=O)[O-])OC